(cis)-8'-bromo-2-methyl-4'H-spiro[cyclopropane-1,5'-naphtho[2,1-d]isoxazole]-3'-carboxamide BrC1=CC=C2C3(CC=4C(=NOC4C2=C1)C(=O)N)C(C3)C